C(C)(C)C=1C(=C2C(=NC1C)CCC2)N 3-isopropyl-2-methyl-6,7-dihydro-5H-cyclopenta[b]pyridin-4-amine